N-[9-[5-[[bis(4-methoxyphenyl)-phenyl-methoxy]methyl]-3-fluoro-4-hydroxy-tetrahydrofuran-2-yl]purin-6-yl]-N-isopropyl-benzamide COC1=CC=C(C=C1)C(OCC1C(C(C(O1)N1C2=NC=NC(=C2N=C1)N(C(C1=CC=CC=C1)=O)C(C)C)F)O)(C1=CC=CC=C1)C1=CC=C(C=C1)OC